(2-amino-3-(3-(4-(phenylamino)benzyl)isoxazol-5-yl)pyridin-1-ium-1-yl)methyl hydrogen phosphate P(=O)(OC[N+]1=C(C(=CC=C1)C1=CC(=NO1)CC1=CC=C(C=C1)NC1=CC=CC=C1)N)(O)[O-]